O=C1N2C=3C=4C=C(OC=5C(=CC=C(CN6C(CN(C1)CC2)=CN=C6)C5)C#N)C=CC4C=CC3 (l)-19,20-dihydro-19-oxo-5H-18,21-ethano-12,14-etheno-6,10-metheno-22H-benzo[d]imidazo[4,3-k][1,6,9,12]oxatriazacyclooctadecine-9-carbonitrile